C(C)(C)(C)OC(NC1CCN(CC1)C1=NC(=C(C(=C1C#N)C1=CC(=C(C=C1)C#N)F)Br)C)=O.C(C)N1CC(C1)(OC1=C(C(=CC(=C1)F)F)F)C 1-ethyl-3-methyl-3-(2,3,5-trifluorophenoxy)azetidine tert-butyl-N-(1-(5-bromo-3-cyano-4-(4-cyano-3-fluorophenyl)-6-methylpyridin-2-yl)piperidin-4-yl)carbamate